Trimethoxy(3,3,3-trifluoropropyl)silane methyl-(E)-6-((4-((tert-butoxycarbonyl)amino)but-2-en-1-yl)amino)-5-((3-methoxy-3-oxopropyl)thio)nicotinate COC(C1=CN=C(C(=C1)SCCC(=O)OC)NC\C=C\CNC(=O)OC(C)(C)C)=O.CO[Si](CCC(F)(F)F)(OC)OC